(3r,3as,6ar)-hydroxyhexahydrofuro[2,3-b]furan-3-ol OC1[C@@H]([C@H]2[C@H](OCC2)O1)O